4-Cyclopropyl-N-((S)-(4,4-difluorocyclohexyl)(7-(((3R,5S)-3-hydroxy-2-oxo-5-(trifluoromethyl)pyrrolidin-3-yl)methyl)imidazo[1,2-b]pyridazin-2-yl)methyl)-1,2,5-oxadiazole-3-carboxamide C1(CC1)C=1C(=NON1)C(=O)N[C@H](C=1N=C2N(N=CC(=C2)C[C@@]2(C(N[C@@H](C2)C(F)(F)F)=O)O)C1)C1CCC(CC1)(F)F